4-(2-Benzooxazolyl)benzaldehyde O1C(=NC2=C1C=CC=C2)C2=CC=C(C=O)C=C2